(E)-1-[4-[4-[[2-Hydroxy-3-methoxy-5-[(E)-3-phenylprop-2-enoyl]phenyl]methyl]piperazin-1-yl]phenyl]-3-phenylprop-2-en-1-one OC1=C(C=C(C=C1OC)C(\C=C\C1=CC=CC=C1)=O)CN1CCN(CC1)C1=CC=C(C=C1)C(\C=C\C1=CC=CC=C1)=O